methyl 6-[N-[(4-methoxyphenyl)methyl]cyclopropanesulfonamido]pyridazine-4-carboxylate COC1=CC=C(C=C1)CN(S(=O)(=O)C1CC1)C1=CC(=CN=N1)C(=O)OC